(+)-3-((cyclopropylmethylamino)(3-(cyclopropylmethylamino)-4-fluorophenyl)methyl)benzonitrile C1(CC1)CNC(C=1C=C(C#N)C=CC1)C1=CC(=C(C=C1)F)NCC1CC1